OC=1C2(N3C=CC=C3C(C1C(=O)N[C@@H](C)C(=O)O)=O)CCC2 (6'-hydroxy-8'-oxo-8'H-spiro[cyclobutane-1,5'-indolizine]-7'-carbonyl)-L-alanine